FC(C(=O)O)(F)F.CC=1N=C2N(C=C(C=C2)NC(=O)N2CCC=3C2=NC=CC3N3C[C@@H](NCC3)C)C1 (S)-N-(2-methylimidazo[1,2-a]pyridin-6-yl)-4-(3-methylpiperazin-1-yl)-2,3-dihydro-1H-pyrrolo[2,3-b]pyridine-1-carboxamide 2,2,2-trifluoroacetate